8-bromo-N-(5-chloro-6-(2H-1,2,3-triazol-2-yl)pyridin-3-yl)-2-isopropyl-2,3-dihydro-4H-pyrido[4,3-b][1,4]oxazine-4-carboxamide BrC1=CN=CC2=C1OC(CN2C(=O)NC=2C=NC(=C(C2)Cl)N2N=CC=N2)C(C)C